OC(=O)C(F)(F)F.N1CCC(CC1)CN1CCC(CC1)CN1C(NC(C=C1)=O)=O 1-((1-(Piperidin-4-ylmethyl)piperidin-4-yl)methyl)pyrimidine-2,4(1H,3H)-dione TFA salt